NC1=CC(=C(C(=N1)C1=C(C=C2C(=NC=NC2=C1)N1CCN(CC1)C(C=C)=O)Cl)C(F)(F)F)CC 1-[4-[7-[6-amino-4-ethyl-3-(trifluoromethyl)-2-pyridinyl]-6-chloro-quinazolin-4-yl]Piperazin-1-yl]Prop-2-en-1-one